methyl 5-((4-((2-cyclopropylethyl)amino)-5-(trifluoromethyl)pyrimidin-2-yl)amino)-2-(4,4,5,5-tetramethyl-1,3,2-dioxaborolan-2-yl)benzoate C1(CC1)CCNC1=NC(=NC=C1C(F)(F)F)NC=1C=CC(=C(C(=O)OC)C1)B1OC(C(O1)(C)C)(C)C